N-(3-chloro-4-fluorophenyl)-3-(1,1-difluoro-2-((1R,3r,5S)-3-hydroxy-8-azabicyclo[3.2.1]octan-8-yl)-2-oxoethyl)-4-fluorobenzamide ClC=1C=C(C=CC1F)NC(C1=CC(=C(C=C1)F)C(C(=O)N1[C@H]2CC(C[C@@H]1CC2)O)(F)F)=O